C(C1=C(C=2N=C(C(=NC2C(=C1[2H])[2H])SC1=NN=NN1CCO)SC1=NN=CN1C)[2H])([2H])([2H])[2H] 2-(5-((6-(Methyl-d3)-3-((4-methyl-4H-1,2,4-triazol-3-yl)thio)quinoxalin-2-yl-5,7,8-d3)thio)tetrazol-1-yl)ethan-1-ol